CCCC=CC=CCC=CCCCCCCC heptadeca-4,6,9-triene